FC1=CC=C(C=C1)C(S(=O)CC(=O)N)C1=CC=C(C=C1)F 2-((bis(4-fluorophenyl)methyl)sulfinyl)acetamide